(S)-6-(1-amino-1,3-dihydrospiro[indene-2,4'-piperidin]-1'-yl)-3-(1-phenylcyclohexyl)-1,5-dihydro-4H-pyrazolo[3,4-d]pyrimidin-4-one N[C@@H]1C2=CC=CC=C2CC12CCN(CC2)C=2NC(C1=C(N2)NN=C1C1(CCCCC1)C1=CC=CC=C1)=O